IC(CC(CC(CCCOCCCOCOCOCCCOCCCC(CC(CC(C)I)C)C)C)C)C 8-iodo-4,6-dimethylnonyloxypropyloxymethyl ether